F[C@H](C)[C@@H]1N(CCC1)C(=O)O.ClC(=O)OCC(C)C chloro(2-methylpropoxy)methanone (R)-2-((R)-1-Fluoroethyl)pyrrolidine-1-carboxylate